COC=1C=2N(C=CC1CC(C)=O)N=CC2 1-(4-Methoxypyrazolo[1,5-a]pyridin-5-yl)propan-2-one